1,4-bis[1-(4-(4-aminophenoxy)phenyl)-1-Methylethyl]benzene NC1=CC=C(OC2=CC=C(C=C2)C(C)(C)C2=CC=C(C=C2)C(C)(C2=CC=C(C=C2)OC2=CC=C(C=C2)N)C)C=C1